((1-(2-chloro-4-nitrophenyl)piperidin-4-yl)methyl)carbamic acid tert-butyl ester C(C)(C)(C)OC(NCC1CCN(CC1)C1=C(C=C(C=C1)[N+](=O)[O-])Cl)=O